1-(4-Ethoxy-2-hydroxy-6-methylphenyl)-3-(4-methylphenyl)prop-2-en-1-one C(C)OC1=CC(=C(C(=C1)C)C(C=CC1=CC=C(C=C1)C)=O)O